FC1(CCN(CC1)C=1C=C(C=C(C1)C)NC1=NN=CC2=CC(=CC(=C12)N1CCC2(CC2)CC1)NS(=O)(=O)CCO)F N-(1-((3-(4,4-Difluoropiperidin-1-yl)-5-methylphenyl)amino)-8-(6-azaspiro[2.5]octan-6-yl)phthalazin-6-yl)-2-hydroxyethane-1-sulfonamide